ClC=1N=NC=C(C1C(C)=O)Cl (3,5-dichloropyridazin-4-yl)ethanone